N1(CCCC2=CC=CC=C12)C=1C=CC2=C(C(=C(O2)C)C(=O)NC(CO)(CO)C)C1 5-(3,4-dihydroquinolin-1(2H)-yl)-N-(1,3-dihydroxy-2-methylpropan-2-yl)-2-methylbenzofuran-3-carboxamide